CN1C(C=C(C=C1)C1=C(NC2=C(C=CC=C12)[C@H](C)N1C(OC2(CC(C2)CN)C1)=O)C(=O)O)=O 3-(1-methyl-2-oxo-1,2-dihydro-pyridin-4-yl)-7-[(1S)-1-[(2r,4r)-2-(amino-methyl)-6-oxo-5-oxa-7-azaspiro[3.4]octan-7-yl]ethyl]-1H-indole-2-carboxylic acid